C(C)(C)(C)OC(=O)N1C(C(CC1)(C)C(=O)NN)=O 3-(hydrazinecarbonyl)-3-methyl-2-oxopyrrolidine-1-carboxylic acid tert-butyl ester